2-[(1-oxo-1,2-dihydro-2,7-naphthyridin-2-yl)methyl]imidazo[1,2-a]pyridine-6-carbaldehyde O=C1N(C=CC2=CC=NC=C12)CC=1N=C2N(C=C(C=C2)C=O)C1